2-methyl-4-(4-((6-(2-methylpyridin-4-yl)-2,7-naphthyridin-1-ylamino)methyl)phenyl)pyridine-1-oxide CC1=[N+](C=CC(=C1)C1=CC=C(C=C1)CNC1=NC=CC2=CC(=NC=C12)C1=CC(=NC=C1)C)[O-]